ClC=1C(=C(C=CC1)B(O)O)C (3-chloro-2-methylphenyl)boronic acid